N-(4-fluorophenyl)-N-(4-methoxyphenyl)piperidin-4-amine FC1=CC=C(C=C1)N(C1CCNCC1)C1=CC=C(C=C1)OC